N-(2,4,6-trihydroxy-3,5-dimethylbenzyl)acrylamide OC1=C(CNC(C=C)=O)C(=C(C(=C1C)O)C)O